O=C1NC(CCC1N1C(C2=CC=C(C=C2C1=O)N1CC(C1)C#C)=O)=O 2-(2,6-Dioxopiperidin-3-yl)-5-(3-ethynyl-azetidin-1-yl)isoindoline-1,3-dione